NC1(CCN(CC1)C1=CC(N(C(=N1)C(F)F)C1=C(C(=CC=C1)Cl)Cl)=O)C 6-(4-amino-4-methylpiperidin-1-yl)-3-(2,3-dichlorophenyl)-2-(difluoromethyl)-3,4-dihydropyrimidin-4-one